BrC1=C(C=C2C(=NC(=NC2=C1)Cl)O)Cl 7-bromo-2,6-dichloro-quinazolin-4-ol